(2R,4R)-6-chloro-N-(3-{4-[(3R)-3-(difluoromethoxy)pyrrolidin-1-yl]-1H-pyrazol-1-yl}bicyclo[1.1.1]pentan-1-yl)-4-hydroxy-3,4-dihydro-2H-1-benzopyran-2-carboxamide ClC=1C=CC2=C([C@@H](C[C@@H](O2)C(=O)NC23CC(C2)(C3)N3N=CC(=C3)N3C[C@@H](CC3)OC(F)F)O)C1